FC1=C(CNC=2NC(=C(N2)C=2C=C3C=NN(C3=CC2)C2OCCCC2)C2=NC(=CC=C2)C)C=CC(=C1)F N-(2,4-difluorobenzyl)-5-(6-methylpyridin-2-yl)-4-(1-(tetrahydro-2H-pyran-2-yl)-1H-indazol-5-yl)-1H-imidazol-2-amine